cis-3-hexenyl o-anisate C(C=1C(=CC=CC1)OC)(=O)OCC\C=C/CC